ClC=1C(=NC(=NC1)C1(CCC(CC1)N)N)C=1C=NN(C1CC1CC1)C 1-(5-chloro-4-(5-(cyclopropyl-methyl)-1-methyl-1H-pyrazol-4-yl)pyrimidin-2-yl)cyclohexane-1,4-diamine